C(C)(C)(C)OC(=O)N1C2(CNCC1CC2)C2=NC(=NC1=C(C(=C(C=C21)Cl)Br)F)F (7-bromo-6-chloro-2,8-difluoroquinazolin-4-yl)-3,8-diazabicyclo[3.2.1]octane-8-carboxylic acid tert-butyl ester